ethyl 2-(3-chlorophenoxy)-5-hydroxy-1,7-naphthyridine-6-carboxylate ClC=1C=C(OC2=NC3=CN=C(C(=C3C=C2)O)C(=O)OCC)C=CC1